(Z)-1,12-Pentadecadiene C=CCCCCCCCCC\C=C/CC